FC1=CC=C(C=C1)C=1C(C(=CN(C1)C1=NN(C=C1)C)C(=O)N)=O 5-(4-fluorophenyl)-1-(1-methylpyrazol-3-yl)-4-oxopyridine-3-carboxamide